N-(2,5-dimethoxyphenyl)-3-(3-fluoro-4-methylphenyl)-3-(1,2,4-thiadiazol-5-yl)pyrrolidine-1-carboxamide COC1=C(C=C(C=C1)OC)NC(=O)N1CC(CC1)(C1=NC=NS1)C1=CC(=C(C=C1)C)F